COC1=C2C(=C(NC2=CC=C1)C)C=O methoxy-2-methylindole-3-formaldehyde